3-chloro-5-[1-(2-fluorophenyl)propyl]-4H-1,2,4-benzothiadiazine 1,1-dioxide ClC1=NS(C2=C(N1)C(=CC=C2)C(CC)C2=C(C=CC=C2)F)(=O)=O